N-allyl-N-(6-chlorohexynyl)benzenesulfonamide tert-Butyl-3-((1S,2S)-2-fluorocyclopropanecarboxamido)-6-(1-methyl-1H-pyrazol-4-yl)cinnolin-8-ylcarbamate C(C)(C)(C)N(C(O)=O)C=1C=C(C=C2C=C(N=NC12)NC(=O)[C@H]1[C@H](C1)F)C=1C=NN(C1)C.C(C=C)N(S(=O)(=O)C1=CC=CC=C1)C#CCCCCCl